N-(2-fluoro-4-(6-methyl-3,6-diazabicyclo[3.1.1]heptan-3-yl)phenyl)-2-(3-(4-fluorophenyl)-5-isopropylisoxazol-4-yl)thiazole-4-carboxamide FC1=C(C=CC(=C1)N1CC2N(C(C1)C2)C)NC(=O)C=2N=C(SC2)C=2C(=NOC2C(C)C)C2=CC=C(C=C2)F